NC=1C(=C(C=CC1N)C1N(CCC1)C(=O)OC(C)(C)C)F tert-Butyl 2-(3,4-diamino-2-fluorophenyl)pyrrolidine-1-carboxylate